3-[7-[3-[4-[(3R,5R)-5-[(5-chloro-1-methyl-6-oxo-pyridazin-4-yl)amino]-1-methyl-3-piperidyl]benzoyl]-3,9-diazaspiro[5.5]undecan-9-yl]-4-isoquinolyl]piperidine-2,6-dione ClC1=C(C=NN(C1=O)C)N[C@@H]1C[C@@H](CN(C1)C)C1=CC=C(C(=O)N2CCC3(CC2)CCN(CC3)C3=CC=C2C(=CN=CC2=C3)C3C(NC(CC3)=O)=O)C=C1